4-((5-(1,6-dimethyl-1H-pyrazolo[3,4-b]pyridin-4-yl)-3-methyl-4,5,6,7-tetrahydro-1H-pyrazolo[4,3-c]pyridin-1-yl)methyl)bicyclo[2.2.2]octan-1-amine CN1N=CC=2C1=NC(=CC2N2CC1=C(CC2)N(N=C1C)CC12CCC(CC1)(CC2)N)C